(4aR,8aS)-6-[3-(S or R)-[1-(2-Chloro-4-fluoro-phenyl)ethoxy]azetidine-1-carbonyl]-4,4a,5,7,8,8a-hexahydropyrido[4,3-b][1,4]oxazin-3-one ClC1=C(C=CC(=C1)F)[C@H](C)OC1CN(C1)C(=O)N1C[C@@H]2[C@@H](OCC(N2)=O)CC1 |o1:8|